[C@@H]12C(C[C@@H](C=C1)C2)COC(C(C=O)=O)C 3-(((1S,4S)-bicyclo[2.2.1]hept-5-en-2-yl)methoxy)-2-oxobutanal